3-amino-1-(4-(hydroxy(6-(2-hydroxy-4-(1H-pyrazol-4-yl)phenyl)pyridazin-3-yl)methyl)-2,2,6,6-tetramethylpiperidin-1-yl)propan-1-one NCCC(=O)N1C(CC(CC1(C)C)C(C=1N=NC(=CC1)C1=C(C=C(C=C1)C=1C=NNC1)O)O)(C)C